6,14-dihydrobenzo[b]indeno[2,1-h]carbazole C1=C2CC3=CC=4C=5C=C6C(=CC5NC4C=C3C2=CC=C1)C=CC=C6